O=C1NC2(CC(C2)C(=O)O)CC(N1)=O 6,8-dioxo-5,7-diazaspiro[3.5]nonane-2-carboxylic acid